tert-Butyl (2-(6-chloro-3-((5,6-dichloropyridin-3-yl)amino)-9-tosyl-9H-carbazol-1-yl)ethyl)carbamate ClC=1C=C2C=3C=C(C=C(C3N(C2=CC1)S(=O)(=O)C1=CC=C(C)C=C1)CCNC(OC(C)(C)C)=O)NC=1C=NC(=C(C1)Cl)Cl